O1C=C(C=C1)C=1C=C(C=CC1)NC(COCC(=O)NC1=C(C(=O)O)C=CC=C1)=O [(2-{[3-(furan-3-yl)phenyl]amino}-2-oxoethoxy)acetyl]aminobenzoic acid